OCCOC=1C=CC=C(C)C1 5-(2-Hydroxyethoxy)toluene